C(C=C)N1CCN(CC1)C1=C(C=C(C(=C1)OC)NC1=NC=NC(=C1)N1OCC[C@@H]1C1=CC(=CC=C1)OC1=CC=CC=C1)NC(C=C)=O (R)-N-(2-(4-allylpiperazin-1-yl)-4-methoxy-5-((6-(3-(3-phenoxyphenyl)isoxazolidin-2-yl)pyrimidin-4-yl)amino)phenyl)acrylamide